2-[oxan-3-yl]isoindole-1,3-dione O1CC(CCC1)N1C(C2=CC=CC=C2C1=O)=O